2-(Trimethylsilyl)ethyl (trans-4-cyanocyclohexyl)carbamate C(#N)[C@@H]1CC[C@H](CC1)NC(OCC[Si](C)(C)C)=O